N-[3-fluoro-4-[[4-methyl-2-oxo-7-(2-pyrimidinyloxy)-2H-1-benzopyran-3-yl]methyl]-2-pyridinyl]-N'-methylsulfamide FC=1C(=NC=CC1CC=1C(OC2=C(C1C)C=CC(=C2)OC2=NC=CC=N2)=O)NS(=O)(=O)NC